4-(1-(2-Chloro-4-(3-(dimethylamino)pyrrolidin-1-yl)phenyl)-1H-imidazol-4-yl)-N-(1-(methylsulfonyl)piperidin-4-yl)-5-(trifluoromethyl)pyrimidin-2-amine ClC1=C(C=CC(=C1)N1CC(CC1)N(C)C)N1C=NC(=C1)C1=NC(=NC=C1C(F)(F)F)NC1CCN(CC1)S(=O)(=O)C